hydroxyethyl-2,6-diamino-4-hydroxy-5-formamidopyrimidine OCCN1C(N=C(C(=C1N)NC=O)O)N